C1(CCC(CC1)C(=O)OCC)C(=O)OCC 1,4-Cyclohexanedicarboxylic acid, 1,4-diethyl ester